COC(=O)C1CCC2(CCC3=CC=C(C=C23)CN2CCN(CC2)C)CC1 6'-[(4-methylpiperazin-1-yl)methyl]-2',3'-dihydrospiro[cyclohexane-1,1'-indene]-4-carboxylic acid methyl ester